COC=1C=2N(N=C(C1)C=1N=C3N(C(C1)=O)C=C(S3)[C@H]3CCNC1(CC1)C3)C=C(N2)C 7-(8-Methoxy-2-methylimidazo[1,2-b]pyridazin-6-yl)-2-[(7S)-4-azaspiro[2.5]octan-7-yl]thiazolo[3,2-a]pyrimidin-5-on